2-((2-methyl-6-(3-methyl-4-((((R)-1-phenylethoxy)carbonyl)amino)isoxazol-5-yl)pyridin-3-yl)carbamoyl)cyclohexane-1-carboxylic acid CC1=NC(=CC=C1NC(=O)C1C(CCCC1)C(=O)O)C1=C(C(=NO1)C)NC(=O)O[C@H](C)C1=CC=CC=C1